diethYlphosphat C(C)OP(=O)(OCC)[O-]